O=C1NC2=C(N1CN1N=C(C3=CC=CC=C13)C#N)C=CC=C2 ((2-oxo-2,3-dihydro-1H-benzo[d]imidazol-1-yl)methyl)-1H-indazole-3-carbonitrile